CC1=CC=C(C(=O)O[C@H](C(=O)O)[C@@H](C(=O)O)OC(C2=CC=C(C=C2)C)=O)C=C1 (2S,3S)-2,3-bis[(4-methylbenzoyl)oxy]-succinic acid